(S)-N-(5-(3-chloro-4-cyanophenoxy)-2-methoxyphenyl)-1-methyl-5-oxopyrrolidine-2-carboxamide ClC=1C=C(OC=2C=CC(=C(C2)NC(=O)[C@H]2N(C(CC2)=O)C)OC)C=CC1C#N